COC=1C(=C2C=CN(C2=C(C1)C)C(=O)OC(C)(C)C)CN1[C@@H](CN(CC1)CCC(F)(F)F)C=1C=NC(=CC1)C(=O)OC |r| Racemic-tert-butyl 5-methoxy-4-((2-(6-(methoxycarbonyl)pyridin-3-yl)-4-(3,3,3-trifluoropropyl)piperazin-1-yl)methyl)-7-methyl-1H-indole-1-carboxylate